C(C)N(C\C=C/C1=C(C=CC(=C1)F)S(=O)(=O)NC1=C(C2=C([C@@H]3[C@H](CO2)OCC3)C=C1)C(=O)O)CC (3aR,9bR)-7-[2-((Z)-3-diethylaminoprop-1-enyl)-4-fluorobenzenesulfonylamino]-1,3a,4,9b-tetrahydro-2H-furano[2,3-c]benzopyran-6-carboxylic acid